tert-butyl 2-(5-(2-(diphenylcarbamoyl)-4-fluorophenoxy)pyrimidin-4-yl)-2,7-diazaspiro[3.5]nonane-7-carboxylate C1(=CC=CC=C1)N(C(=O)C1=C(OC=2C(=NC=NC2)N2CC3(C2)CCN(CC3)C(=O)OC(C)(C)C)C=CC(=C1)F)C1=CC=CC=C1